6-((2-(1-(cyclopropylsulfonyl)-1H-pyrazol-4-yl)pyrimidin-4-yl)amino)-4-(isopropylamino)-N-(1-(methylsulfonyl)pyrrolidin-3-yl)nicotinamide C1(CC1)S(=O)(=O)N1N=CC(=C1)C1=NC=CC(=N1)NC1=NC=C(C(=O)NC2CN(CC2)S(=O)(=O)C)C(=C1)NC(C)C